N6-(5-chloropentanoyl)-L-lysine ClCCCCC(=O)NCCCC[C@H](N)C(=O)O